NC=1C=2N(C=CN1)C(=NC2C2=CC=C(CNC(C1=C(C=CC=C1)OC)=O)C=C2)C2CC(CCC2)O N-{4-[8-amino-3-(3-hydroxy-cyclohexyl)-imidazo[1,5-a]pyrazin-1-yl]-benzyl}-2-methoxy-benzamide